(2-((((4-((4-(3-((2-(2,6-dioxopiperidin-3-yl)-1-oxoisoindolin-5-yl)methyl)ureido)phenoxy)methyl)benzyl)oxy)methyl)amino)-2-oxoethyl)carbamate O=C1NC(CCC1N1C(C2=CC=C(C=C2C1)CNC(NC1=CC=C(OCC2=CC=C(COCNC(CNC([O-])=O)=O)C=C2)C=C1)=O)=O)=O